[Zr].C(C)CC(CC(=O)OOCC)=O.C(C)CC(CC(=O)OOCC)=O diethoxy bis(ethyl acetoacetate) zirconium